P([O-])([O-])=O.P([O-])([O-])=O.[Zn+2].FC1(CCN(CC1)CCC(=O)N1CCC(CC1)C=1C=C2C(=C(NC2=CC1)C=1C=C(C=2N(C1)N=NN2)C)C(C)C)F.[Zn+2] 3-(4,4-difluoropiperidin-1-yl)-1-(4-(3-isopropyl-2-(8-methyltetrazolo[1,5-a]pyridin-6-yl)-1H-indol-5-yl)piperidin-1-yl)propan-1-one zinc bisphosphonate